[N+](=O)([O-])C1=CC=CN1S(=O)(=O)C1=CC=CC=C1 5-nitro-1-(phenylsulfonyl)-1H-pyrrole